C(CCCCCCCCC)C=1SC2=C(C1)C=CC=C2CCCCCCCCCC 2,7-didecyl-[1]benzothiophene